bis(γ-glycidoxypropyl)dibutoxysilane C(C1CO1)OCCC[Si](OCCCC)(OCCCC)CCCOCC1CO1